7-Chloro-3a-methyl-2,3,3a,4-tetrahydro-1H-cyclopenta[b]quinoline ClC1=CC=2C=C3C(NC2C=C1)(CCC3)C